δ-(3-Methoxy-4-hydroxy-phenyl)-γ-valerolactone COC=1C=C(C=CC1O)CC1CCC(=O)O1